F[C@H](C(=O)NC1=C(C=C(C=C1)NCC1=CC=C(C=C1)C(F)(F)F)N1CCCCC1)[C@H](CCCCC)F (2R,3S)-2,3-Difluoro-N-(2-(piperidin-1-yl)-4-((4-(trifluoromethyl)benzyl)amino)phenyl)octanamid